P([O-])([O-])=O.[NH4+].[NH4+] Ammonium phosphonate